C(C)O[C@H]1CN(CC1)C1=CC=C(C=C1)C(C)NC 1-(4-((R)-3-ethoxypyrrolidin-1-yl)phenyl)-N-methylethan-1-amine